5-fluoro-2,4-dinitrobenzene FC=1C(=CC(=CC1)[N+](=O)[O-])[N+](=O)[O-]